(4-tert-butylphenyl)(4-methylphenyl)phenylselenonium nonaflate S(=O)(=O)([O-])C(F)(F)C(F)(F)C(F)(F)C(F)(F)F.C(C)(C)(C)C1=CC=C(C=C1)[Se+](C1=CC=CC=C1)C1=CC=C(C=C1)C